C1(=CC=CC2=CC=CC=C12)CCl α-naphthylmethyl chloride